Br.BrCC=1C=NC=CC1 3-bromomethylpyridine HBr